C(C)N1C=C(C2=CC(=CC=C12)F)S(=O)(=O)C1=CC(=CC=C1)N1CCNCC1 1-ethyl-5-fluoro-3-((3-(piperazin-1-yl)phenyl)sulfonyl)-1H-indole